C1(CCCCC1)N(C(\C=C\C1=CC=CC=C1)=O)C1=CSC=C1 (E)-N-cyclohexyl-3-phenyl-N-(3-thienyl)prop-2-enamide